C(C)N(C1(CC=C(C(=O)C2=CC=CC=C2)C=C1)N(CC)CC)CC 4,4-bis-(diethylamino)-benzophenone